cyclopentadienyliron(I) hexafluorophosphate F[P-](F)(F)(F)(F)F.C1(C=CC=C1)[Fe]